S1C2=C(C=C1)C=C(C=C2)CNC(=O)C2CN(CCC2)C=2C=1C(N=CN2)=NN(C1)C1=CC=C(C=C1)C N-(benzo[b]thiophen-5-ylmethyl)-1-(2-(p-tolyl)-2H-pyrazolo[3,4-d]pyrimidin-4-yl)piperidine-3-carboxamide